C(C)(=O)C1=CC=C(C=C1)N1CN2N(CC=C3C2C=2C=CC(=CC2OC3(C)C)N3CCN(CC3)S(=O)(=O)C)C1 2-(4-acetylphenyl)-7,7-dimethyl-10-(4-(methylsulfonyl)piperazin-1-yl)-5,12b-dihydro-1H,7H-chromeno[4,3-c][1,2,4]triazolo[1,2-a]Pyridazine